2-(3-Bromophenyl)quinazolin BrC=1C=C(C=CC1)C1=NC2=CC=CC=C2C=N1